C(#N)C1=C(OC=2C=C3C(N(C=NC3=CC2)C)=O)C(=CC=C1NS(N(C)CC)(=O)=O)F 6-[2-cyano-3-[[ethyl-(methyl)sulfamoyl]amino]-6-fluoro-phenoxy]-3-methyl-4-oxo-quinazoline